The molecule is a limonoid that is 4,4,8-trimethylandrosta-1,16-diene substituted by a furan-3-yl group at position 17, oxo groups at positions 3 and 15, a hydroxy group at position 16 and an acetoxy group at position 7. It has been isolated from Azadirachta indica. It has a role as a metabolite and a plant metabolite. It is an acetate ester, a cyclic terpene ketone, a member of furans, a limonoid, a tetracyclic triterpenoid and an enol. CC(=O)O[C@@H]1C[C@@H]2[C@](C=CC(=O)C2(C)C)([C@@H]3[C@@]1([C@@H]4C(=O)C(=C([C@@]4(CC3)C)C5=COC=C5)O)C)C